N1N=CC(=C1)CCNC1=NC(=NC(=C1C)C)C(=O)NC1=C(C=CC=C1C)F 4-((2-(1H-pyrazol-4-yl)ethyl)amino)-N-(2-fluoro-6-methylphenyl)-5,6-dimethylpyrimidine-2-carboxamide